C(C)(C)(C)C1=CC(=CC(=C1CC1=C(C(=C(C(=C1C)CC=1C(=CC(=CC1C(C)(C)C)O)C(C)(C)C)C)CC=1C(=CC(=CC1C(C)(C)C)O)C(C)(C)C)C)C(C)(C)C)O 3,3',3'',5,5',5''-hexa-tert-butyl-alpha,alpha',alpha''-(mesitylene-2,4,6-triyl)tri-p-cresol